(5R)-2-(2,6-difluorobenzene-1-carbonyl)-9,9-dimethyl-8-oxo-2-azaspiro[4.5]dec-6-ene-7-carbonitrile FC1=C(C(=CC=C1)F)C(=O)N1C[C@]2(CC1)C=C(C(C(C2)(C)C)=O)C#N